C(#C)C=1C=CC(=C(C1)O)C=1N(C=2C(=NC(=CC2)N[C@H]2CN(CCC2)C)N1)C (R)-5-ethynyl-2-(1-methyl-5-((1-methylpiperidin-3-yl)amino)-1H-imidazo[4,5-b]pyridin-2-yl)phenol